C(C)(C)(C)OC(=O)N1CC=2N=C(N=CC2CC1)NC1=CC(=C(C=C1)CC#N)C.C(CCCCCCC)C(CC=1C=CSC1)CCCCCCCCCC 4-(2-octyldodecyl)thiophene tert-butyl-2-{[4-(cyanomethyl)-3-methylphenyl]amino}-5H,6H,7H,8H-pyrido[3,4-d]pyrimidine-7-carboxylate